Methyl (8S)-6-(5-fluoro-1,3-benzothiazol-7-yl)-2-[1-(trifluoromethyl) cyclopropanecarbonyl]-2,6-diazaspiro[3.4]octane-8-carboxylate FC=1C=C(C2=C(N=CS2)C1)N1CC2(CN(C2)C(=O)C2(CC2)C(F)(F)F)[C@@H](C1)C(=O)OC